CC(CNCC1=CC=C(C=C1)C1=C(N=CS1)C)C 2-methyl-N-[[4-(4-methyl-1,3-thiazol-5-yl)phenyl]methyl]propan-1-amine